2-(4-(3-(6-(4-isopropyl-4H-1,2,4-triazol-3-yl)pyridin-2-yl)-2-oxoimidazolidin-1-yl)phenylamino)-2-cyclopropylacetonitrile C(C)(C)N1C(=NN=C1)C1=CC=CC(=N1)N1C(N(CC1)C1=CC=C(C=C1)NC(C#N)C1CC1)=O